4-methoxy-2,3-methylenedioxy-amphetamine COC1=C2C(=C(CC(N)C)C=C1)OCO2